1,4-phenylene bis(2-methylacrylate) CC(C(=O)OC1=CC=C(C=C1)OC(C(=C)C)=O)=C